C1(=CC=CC=C1)C1(C(C1)C(=O)OCCCCCl)C1=CC=CC=C1 chlorobutyl 2,2-diphenylcyclopropanecarboxylate